4'-({4-[(isopropyl-sulfonyl)amino]tetrahydrofuran-3-yl}oxy)biphenyl-3-carboxamide C(C)(C)S(=O)(=O)NC1C(COC1)OC1=CC=C(C=C1)C1=CC(=CC=C1)C(=O)N